CC1=NOC(=C1)C 3,5-dimethyl-isoxazol